CC1=C(C=NN1C1CCOCC1)C1=NC=2C(=NC=CC2C=2C=C3CCC[C@@H](C3=CC2)NC(=O)C2=NOC(=N2)C(C)(C)C)N1 5-tert-Butyl-[1,2,4]oxadiazole-3-carboxylic acid ((S)-6-{2-[5-methyl-1-(tetrahydro-pyran-4-yl)-1H-pyrazol-4-yl]-3H-imidazo[4,5-b]pyridin-7-yl}-1,2,3,4-tetrahydro-naphthalen-1-yl)-amide